tert-butyl-3-(7-methyl-2-[(7-methyl-[1,2,4]triazolo[1,5-a]pyridin-6-yl)amino]-8-oxo-8,9-dihydro-7H-purin-9-yl)adamantane-1-carboxylate C(C)(C)(C)OC(=O)C12CC3(CC(CC(C1)C3)C2)N2C3=NC(=NC=C3N(C2=O)C)NC=2C(=CC=3N(C2)N=CN3)C